2-(Hydroxymethyl)-1,4-oxazepan-5-one OCC1OCCC(NC1)=O